COC=1C(=CSC1S(N[C@@H]([C@H](C)C1=CC=CC=2CCCCC12)C=1OC(NN1)=O)(=O)=O)C(=O)OC methyl 4-methoxy-5-(N-((1S,2R)-1-(5-oxo-4,5-dihydro-1,3,4-oxadiazol-2-yl)-2-(5,6,7,8-tetrahydronaphthalen-1-yl)propyl)sulfamoyl)thiophene-3-carboxylate